2-(4-chlorophenyl)-N-(5-cyano-2-hydroxyphenyl)pyrazolo[1,5-a]pyrimidine-6-carboxamide ClC1=CC=C(C=C1)C1=NN2C(N=CC(=C2)C(=O)NC2=C(C=CC(=C2)C#N)O)=C1